CC=1C(=NOC1)C[C@@H](C)C=1C=C(N)C=CC1 (R)-3-(1-(4-methylisoxazol-3-yl)propan-2-yl)aniline